1-fluoro-2-methylbenzamide FC1(C(=O)N)C(C=CC=C1)C